(Z)-1-phenyl-2-(1H-tetrazol-1-yl)ethanone oxime C1(=CC=CC=C1)/C(/CN1N=NN=C1)=N/O